tetramethylbis(triethoxysilylethyl)disilazane C[Si](N[Si](CC[Si](OCC)(OCC)OCC)(CC[Si](OCC)(OCC)OCC)C)(C)C